FC(=CC(F)F)F 1,1,3,3-tetrafluoropropene